CC(C(COS(=O)(=O)C)OC1=NN(C=C1)C(=O)OC(C)(C)C)C tert-butyl 3-((3-methyl-1-((methanesulfonyl) oxy) butan-2-yl) oxy)-1H-pyrazole-1-carboxylate